methyl 2-ethyl-4H,5H,6H-cyclopenta[b]thiophene-3-carboxylate C(C)C1=C(C2=C(S1)CCC2)C(=O)OC